tert-butyl 4-[6-[5-[(1-methylcyclopropyl)methyl]-2-(2-trimethylsilylethoxymethyl)indazol-3-yl]pyrimidin-4-yl]piperazine-1-carboxylate CC1(CC1)CC1=CC2=C(N(N=C2C=C1)COCC[Si](C)(C)C)C1=CC(=NC=N1)N1CCN(CC1)C(=O)OC(C)(C)C